FC(S(=O)(=O)OC1=CC(N2C[C@H](C[C@H]2C1)C1=C(C(=CC=C1OC)Cl)Cl)=O)(F)F (2R,8aS)-2-(2,3-dichloro-6-methoxyphenyl)-5-oxo-2,3,8,8a-tetrahydro-1H-indolizin-7-yl trifluoromethanesulfonate